C(CCC)[Si](C1=CC=C(C=C1)P(N(P(C1=C(C=CC=C1)OC(F)(F)F)C1=CC=C(C=C1)[Si](CCCC)(CCCC)CCCC)C1CCCCC1)C1=CC=C(C=C1)[Si](CCCC)(CCCC)CCCC)(CCCC)CCCC N-(bis(4-(tributylsilyl)phenyl)phosphaneyl)-N-cyclohexyl-1-(4-(tributylsilyl)phenyl)-1-(2-(trifluoromethoxy)phenyl)phosphanamine